C(#N)N1[C@H]2[C@@H](C[C@@H]1CC2)NC(=O)C2=CC=C(C=1N=C(SC12)C)C=1C=NN(C1)C N-((1R,2R,4S)-7-cyano-7-azabicyclo[2.2.1]heptan-2-yl)-2-methyl-4-(1-methyl-1H-pyrazol-4-yl)-1,3-benzothiazole-7-carboxamide